O1CCN(CC1)C1=CC(=NC=N1)NC1=CC2=C(C(NC23CCCCC3)=O)S1 2'-((6-Morpholinopyrimidin-4-yl)amino)spiro[cyclohexane-1,4'-thieno[2,3-c]pyrrol]-6'(5'H)-one